C1(CC1)N(C1=C(C(=NC=N1)NCC1=CC=C(C=C1)CC(=O)N)F)CC1=CC2=C(NC(CO2)=O)C=C1 2-[4-[[[6-[cyclopropyl-[(3-oxo-4H-1,4-benzoxazin-7-yl)methyl]amino]-5-fluoro-pyrimidin-4-yl]amino]methyl]phenyl]acetamide